N-(6-amino-5-cyclopropyl-3-pyridyl)-2-(2-imidazo[1,5-a]pyridin-6-yl-5-methyl-1-piperidyl)-2-oxo-acetamide NC1=C(C=C(C=N1)NC(C(=O)N1C(CCC(C1)C)C=1C=CC=2N(C1)C=NC2)=O)C2CC2